C(C1=CC=CC=C1)OCC1=NN(C(N1CC)=O)C=1C=C2C(CN(C(C2=CC1F)=O)C1=C(C=CC=C1F)Cl)C(=C)C 6-(3-((benzyloxy)methyl)-4-ethyl-5-oxo-4,5-dihydro-1H-1,2,4-triazol-1-yl)-2-(2-chloro-6-fluorophenyl)-7-fluoro-4-(prop-1-en-2-yl)-3,4-dihydroisoquinolin-1(2H)-one